(S)-2-methyl-N-(4-methyl-3-(((R)-1-(naphthalen-1-yl)ethyl)carbamoyl)phenyl)pyrrolidine-2-carboxamide C[C@@]1(NCCC1)C(=O)NC1=CC(=C(C=C1)C)C(N[C@H](C)C1=CC=CC2=CC=CC=C12)=O